FC(C1=CC=C(C=N1)CC(=O)N)(F)F 2-[6-(trifluoromethyl)-3-pyridyl]acetamide